2-(5-azaspiro[2.4]heptan-5-yl)-8-bromo-3,6-dimethylquinazolin-4-one C1CC12CN(CC2)C2=NC1=C(C=C(C=C1C(N2C)=O)C)Br